ClC1=C2CC[C@@]3(CCC=4C(=NC(=NC4C3)OC[C@@H]3N(CCC3)C)N3C[C@@H](N(CC3)C(C(=C)F)=O)CC#N)C2=CC=C1 2-((S)-4-((R)-4-chloro-2'-(((R)-1-methylpyrrolidin-2-yl)methoxy)-2,3,5',8'-tetrahydro-6'H-spiro[indene-1,7'-quinazolin]-4'-yl)-1-(2-fluoroacryloyl)piperazin-2-yl)acetonitrile